ClC1=CC2=C(N=C(O2)C23CC(C2)(C3)NC(=O)C3=CC(=NC=C3)S(=O)(=O)C3CC3)C=C1 N-[3-(6-chloro-1,3-benzoxazol-2-yl)-1-bicyclo[1.1.1]pentanyl]-2-cyclopropylsulfonyl-pyridine-4-carboxamide